5-(2-(Dimethylamino)ethoxy)-N-(1-(3-hydroxyphenyl)cyclopropyl)-2-methylbenzamide CN(CCOC=1C=CC(=C(C(=O)NC2(CC2)C2=CC(=CC=C2)O)C1)C)C